tert-butyl-phenyl-propionaldehyde-13C C(C)(C)(C)C([13CH]=O)(C)C1=CC=CC=C1